C1=CN(C(=O)N=C1N)[C@H]2[C@@H]([C@@H]([C@H](O2)COP(=O)([O-])[O-])O)O The molecule is a pyrimidine nucleoside 5'-monophosphate(2-) that results from the removal of two protons from the phosphate group of cytidine 5'-monophosphate; major species at pH 7.3. It has a role as a human metabolite and a Saccharomyces cerevisiae metabolite. It is a pyrimidine ribonucleoside 5'-monophosphate(2-), a pyrimidine ribonucleoside monophosphate, a pyrimidine ribonucleotide and a ribonucleoside 5'-monophosphate. It is a conjugate base of a cytidine 5'-monophosphate.